(S)-3-(2-benzyl-3-chloro-7-oxo-2,4,5,7-tetrahydro-6H-pyrazolo[3,4-c]pyridin-6-yl)-1-methyl-2-oxo-1,2,3,4,10,11-hexahydro-[1,4]oxazepino[3,2-f]isoquinoline-9(8H)-carbonitrile C(C1=CC=CC=C1)N1N=C2C(N(CCC2=C1Cl)[C@@H]1C(N(C2=C3CCN(CC3=CC=C2OC1)C#N)C)=O)=O